(R)-9-(4-fluorobenzyl)-2,4-dimethyl-1-oxa-4,9-diazaspiro[5.5]undecan-3-one FC1=CC=C(CN2CCC3(CN(C([C@H](O3)C)=O)C)CC2)C=C1